3-Bromo-1-(3-(cyclopropylmethoxy)phenyl)-5-(2-methylprop-1-en-1-yl)-1H-pyrazole BrC1=NN(C(=C1)C=C(C)C)C1=CC(=CC=C1)OCC1CC1